carbamoyl-imidazole Sodium [Na].C(N)(=O)C=1NC=CN1